ClC1=CC=C(C=C1)C1=CC(=NC(=N1)C=1C=NN(C1)C)C(=O)NC1(CCN(CC1)CC#N)C (S)-6-(4-chlorophenyl)-N-(1-(cyanomethyl)-4-methylpiperidin-4-yl)-2-(1-Methyl-1H-pyrazol-4-yl)pyrimidine-4-carboxamide